CC(CNCC(=O)OC(C)(C)C)(C)NC=1C2=C(N=C(N1)C1=CC=NC=C1)C=NC=C2 tert-butyl 2-((2-methyl-2-((2-(pyridin-4-yl)pyrido[3,4-d]pyrimidin-4-yl)amino)propyl)amino)acetate